N-(4-fluoro-2-methylphenyl)-4-methylpiperidine-4-carboxamidine FC1=CC(=C(C=C1)NC(=N)C1(CCNCC1)C)C